(R)-3-methoxypyrrolidin-1-ylpropan-2-ol COC1CN(CC1)C[C@@H](C)O